(2S,4S)-1-((S)-2-(tert-butyl)-14-hydroxy-4-oxo-6,9,12-trioxa-3-azatetradecanoyl)-4-hydroxy-N-(4-(4-methylthiazol-5-yl)benzyl)pyrrolidine-2-carboxamide C(C)(C)(C)[C@@H](C(=O)N1[C@@H](C[C@@H](C1)O)C(=O)NCC1=CC=C(C=C1)C1=C(N=CS1)C)NC(COCCOCCOCCO)=O